N-(4-Fluorophenyl)-5-nitro-2-(trifluoromethyl)benzamide FC1=CC=C(C=C1)NC(C1=C(C=CC(=C1)[N+](=O)[O-])C(F)(F)F)=O